(S)-N-(3-chloro-1-(5-(3-(2-chloro-7-(1-methoxyethyl)pyrazolo[1,5-a]pyrimidin-6-yl)ureido)-3-(trifluoromethyl)pyridin-2-yl)-1H-pyrazol-4-yl)-2-methoxyacetamide ClC1=NN(C=C1NC(COC)=O)C1=NC=C(C=C1C(F)(F)F)NC(=O)NC=1C=NC=2N(C1[C@H](C)OC)N=C(C2)Cl